N-(3-(1H-indol-3-yl)cyclohexyl)-4-(3-bromopropyloxy)benzenesulfonamide N1C=C(C2=CC=CC=C12)C1CC(CCC1)NS(=O)(=O)C1=CC=C(C=C1)OCCCBr